5-[(2-ethylsulfanylphenoxymethylthio)methyl]-1,3,4-oxadiazol-2(3H)-one C(C)SC1=C(OCSCC2=NNC(O2)=O)C=CC=C1